CN1N=C(C2=CC(=CC=C12)B1OC(C(O1)(C)C)(C)C)N 1-methyl-5-(4,4,5,5-tetramethyl-1,3,2-dioxaborolan-2-yl)indazol-3-amine